(S)-2-(6-chloro-2-(2-methoxyacetyl)-1,2,3,4-tetrahydroisoquinoline-8-yl)pyrrolidine-1-carboxylate ClC=1C=C2CCN(CC2=C(C1)[C@H]1N(CCC1)C(=O)[O-])C(COC)=O